NC=1C(=C(C=C2C=C(N=CC12)NC1=NN2CC(N(CCC2=C1)C)=O)C=1C=NC(=C(C1C)N)C)F 2-((8-amino-6-(5-amino-4,6-dimethylpyridin-3-yl)-7-fluoroisoquinolin-3-yl)amino)-6-methyl-5,6-dihydro-4H-pyrazolo[1,5-d][1,4]diazepin-7(8H)-one